1-[1-(trifluoromethyl)cyclopropyl]methylamine hydrochloride Cl.FC(C1(CC1)CN)(F)F